2'-[6-amino-5-(trifluoromethoxy)pyridin-3-yl]-N-[(1R)-1-(2-chloro-4-cyanophenyl)ethyl]-5',6'-dihydrospiro[pyrrolidine-3,4'-pyrrolo[1,2-b]pyrazole]-1-carboxamide NC1=C(C=C(C=N1)C=1C=C2N(N1)CCC21CN(CC1)C(=O)N[C@H](C)C1=C(C=C(C=C1)C#N)Cl)OC(F)(F)F